CC1(N(CC1)C(=O)OC(C)(C)C)COC1=CC(=C(C=C1)C)C(NC1(CC1)C1=CC=CC2=CC=CC=C12)=O tert-butyl 2-methyl-2-((4-methyl-3-((1-(naphthalen-1-yl)cyclopropyl) carbamoyl)phenoxy)methyl)azetidine-1-carboxylate